C(C)(C)(C)OC(=O)N1C[C@H]2N(C3=C(OC2)C=C(C=N3)N)CC1 |r| (+-)-3-Amino-6a,7,9,10-Tetrahydropyrazino[1,2-d]pyrido[3,2-b][1,4]oxazine-8(6H)-carboxylic acid tert-butyl ester